C(C)(C)(C)[Si](OCC=1CC2=C(C=C(C=C2C1)OCC(C)N)F)(C)C 1-[2-[[tert-butyl-(dimethyl)silyl]oxymethyl]-7-fluoro-inden-5-yl]oxypropane-2-amine